tert-butyl (5R,8S)-8-methoxy-5-methyl-7,8-dihydro-1,6-naphthyridine-6(5H)-carboxylate CO[C@H]1CN([C@@H](C=2C=CC=NC12)C)C(=O)OC(C)(C)C